FC=1C=C(C=CC1F)[C@H]1[C@@H](CN(C1)CCOC)NC(=O)NC1=C(C(=NN1C1=CC=CC=C1)[C@@H]1C[C@H](C1)O)C 1-((3s,4r)-4-(3,4-difluorophenyl)-1-(2-methoxyethyl)pyrrolidin-3-yl)-3-(3-(trans-3-hydroxycyclobutyl)-4-methyl-1-phenyl-1H-pyrazol-5-yl)urea